2-((1-(5-Aminopyrazin-2-yl)piperidin-4-yl)methyl)-2,7-diazaspiro[3.5]Nonane-7-carboxylic acid tert-butyl ester C(C)(C)(C)OC(=O)N1CCC2(CN(C2)CC2CCN(CC2)C2=NC=C(N=C2)N)CC1